COC=1C=C(C=CC1OC)C=1N(C=C(N1)C(=O)C1=CC(=C(C(=C1)OC)OC)OC)S(=O)(=O)C1=CC=CC=C1 (2-(3,4-dimethoxyphenyl)-1-(phenylsulfonyl)-1H-imidazol-4-yl)(3,4,5-trimethoxyphenyl)methanone